1-[2-ethyl-4-({5H,6H,7H,8H-pyrido[3,4-d]pyrimidin-2-yl}amino)phenyl]piperidin-4-ol C(C)C1=C(C=CC(=C1)NC=1N=CC2=C(N1)CNCC2)N2CCC(CC2)O